4-[7-(4-piperidyl)-5H-pyrrolo[2,3-b]pyrazin-2-yl]morpholine N1CCC(CC1)C1=CNC2=NC=C(N=C21)N2CCOCC2